FC1(CCN(CCC1)C1=C(C(=O)NC2=CC(=CC=C2)[S@](=O)(=N)C)C(=C(C(=N1)C)C(F)(F)F)C)F (S)-2-(4,4-difluoroazepan-1-yl)-4,6-dimethyl-N-(3-(S-methylsulfonimidoyl)phenyl)-5-(trifluoromethyl)nicotinamide